2-(2-sulfonylethyloxy)propyl vinyl ether C(=C)OCC(C)OCC=S(=O)=O